(3R,4S)-3-fluoro-4-hydroxypyrrolidine-1-carboxylic acid tert-butyl ester C(C)(C)(C)OC(=O)N1C[C@H]([C@H](C1)O)F